1-(1-(5-chloropyrimidin-2-yl)piperidin-4-yl)ethanol ClC=1C=NC(=NC1)N1CCC(CC1)C(C)O